(S)-1-amino-7-benzyl-2,5,8,11-tetraoxo-14-oxa-3,6,9,12-tetraazaheptadecane-17-oic acid benzyl ester C(C1=CC=CC=C1)OC(CCOCNC(CNC([C@@H](NC(CNC(CN)=O)=O)CC1=CC=CC=C1)=O)=O)=O